(R,5R)-N'-((1,2,3,5,6,7-hexahydro-s-indacen-4-yl)carbamoyl)-5-methyl-6,7-dihydro-5H-pyrazolo[5,1-b][1,3]oxazine-3-sulfonimidamide C1CCC2=C(C=3CCCC3C=C12)NC(=O)N=[S@](=O)(N)C=1C=NN2C1O[C@@H](CC2)C